CN(C)NCC dimethylamino-ethylamine